2-(4-methoxyphenyl)-4,6-bis-trichloromethyl-[1,3,5]Triazine COC1=CC=C(C=C1)C1=NC(=NC(=N1)C(Cl)(Cl)Cl)C(Cl)(Cl)Cl